(R)-2-(2-(3-(6-(8-(benzo[d]thiazol-2-ylcarbamoyl)-3,4-dihydroisoquinolin-2(1H)-yl)-2-(tert-butoxycarbonyl)pyridin-3-yl)-2-methylphenoxy)-8-azaspiro[4.5]decan-8-yl)acetic acid S1C(=NC2=C1C=CC=C2)NC(=O)C=2C=CC=C1CCN(CC21)C2=CC=C(C(=N2)C(=O)OC(C)(C)C)C=2C(=C(O[C@H]1CC3(CC1)CCN(CC3)CC(=O)O)C=CC2)C